2-(methylthio)-1-ethanol CSCCO